tributyl-dodecylphosphonium propane-1-sulfonate C(CC)S(=O)(=O)[O-].C(CCC)[P+](CCCCCCCCCCCC)(CCCC)CCCC